NC1=NNC2=C1C(=NC=C2C2=CN=NC=C2)C2=CC=C(CNC(C1=C(C=CC(=C1)F)OC)=O)C=C2 N-(4-(3-amino-7-(pyridazin-4-yl)-1H-pyrazolo[4,3-c]pyridin-4-yl)benzyl)-5-fluoro-2-methoxybenzamide